N-methyl-2-(4-pyridyl)ethanamine CNCCC1=CC=NC=C1